O=C(C(=O)OCC)CCCCC(=O)OCC diethyl 2-oxopimelate